BrC1=C(C=CC=C1C([2H])([2H])[2H])C([2H])([2H])[2H] 2-bromo-1,3-bis(trideuteriomethyl)benzene